[Si](C1=CC=CC=C1)(C1=CC=CC=C1)(C(C)(C)C)OC[C@H]1N(CC(=C1)C=1C=C(C=CC1)C)C(=O)OC(C)(C)C tert-butyl (S)-2-(((tert-butyldiphenylsilyl)oxy)methyl)-4-(m-tolyl)-2,5-dihydro-1H-pyrrole-1-carboxylate